BrC1=CCC(C=2C(C3=CC=CC=C3C(C12)=O)=O)(O)O 1-bromo-4-hydroxy-4-hydroxyanthraquinone